2-[4-[4-(4,4,5,5-tetramethyl-1,3,2-dioxaborolan-2-yl)indazol-2-yl]butyl]isoindoline-1,3-dione CC1(OB(OC1(C)C)C=1C2=CN(N=C2C=CC1)CCCCN1C(C2=CC=CC=C2C1=O)=O)C